2-amino-ethanoate NCC(=O)[O-]